6-(2-(3-azaspiro[5.5]undecan-3-yl)ethoxy)-4-(5-(6-((6-methoxypyridin-3-yl)methyl)-3,6-diazabicyclo[3.1.1]heptan-3-yl)pyrazine-2-yl)pyrazolo[1,5-a]pyridine-3-carbonitrile C1CN(CCC12CCCCC2)CCOC=2C=C(C=1N(C2)N=CC1C#N)C1=NC=C(N=C1)N1CC2N(C(C1)C2)CC=2C=NC(=CC2)OC